1-(1-tetrahydropyran-4-ylethyl)pyrazole-4-carboxamide O1CCC(CC1)C(C)N1N=CC(=C1)C(=O)N